C1(CC1)C1=NC(=CC(=C1)C1=C(C=C(C#N)C=C1)C1=NN=CN1C)N1C(C2=CC(=CC(=C2C1)F)CN(C)CCOC)=O 4-[2-Cyclopropyl-6-(4-fluoro-6-{[(2-methoxyethyl)(methyl)amino]methyl}-1-oxo-3H-isoindol-2-yl)pyridin-4-yl]-3-(4-methyl-1,2,4-triazol-3-yl)benzonitrile